N1=C(C=CC=C1)C1=C(C=CC=C1)O pyridin-2-ylphenol